CC1=C(O)C(C)=CC=C1C(C)C methyl-carvacrol